2-(3-ethylsulfonyl-2-pyridyl)-3-methyl-5-(2,2,3,3,3-pentafluoropropoxy)pyrimidin-4-one C(C)S(=O)(=O)C=1C(=NC=CC1)C1=NC=C(C(N1C)=O)OCC(C(F)(F)F)(F)F